ethyl 5-((tert-butoxycarbonyl) amino)-4-fluoro-2-methylpyrazolo[1,5-a]pyridine-3-carboxylate C(C)(C)(C)OC(=O)NC1=C(C=2N(C=C1)N=C(C2C(=O)OCC)C)F